C12(CC(C1)C2)C=2N=CN(C2CCl)CC 4-{Bicyclo[1.1.1]pentan-1-yl}-5-(chloromethyl)-1-ethylimidazole